7,8-dihydro-1,6-naphthyridine-2,6(5H)-dicarboxylic acid 6-(tert-butyl) 2-methyl ester COC(=O)C1=NC=2CCN(CC2C=C1)C(=O)OC(C)(C)C